4-[4-[(2-oxo-1-phenyl-pyridine-3-carbonyl)amino]anilino]-1,7-naphthyridine-6-carboxylic acid O=C1N(C=CC=C1C(=O)NC1=CC=C(NC2=CC=NC3=CN=C(C=C23)C(=O)O)C=C1)C1=CC=CC=C1